1-(4-fluorophenyl)ethane FC1=CC=C(C=C1)CC